5-[4-({2,6-difluoro-4-oxo-5H-pyrazolo[1,5-a]quinoxalin-7-yl}methyl)piperazin-1-yl]-6-fluoro-N-methylpyridine-2-carboxamide FC1=NN2C(C(NC3=C(C(=CC=C23)CN2CCN(CC2)C=2C=CC(=NC2F)C(=O)NC)F)=O)=C1